N1CC(OCC1)C1=NN2C(N=CC=C2)=C1 2-(morpholin-2-yl)pyrazolo[1,5-a]pyrimidin